C[N+](CCO)(CCO)C dimethyl-bis(2-hydroxyethyl)ammonium